C1CC(CCC1N)O (1s,4s)-4-aminocyclohexan-1-ol